O=C1C(NC(CN1)=O)CC(=O)O (3,6-dioxopiperazin-2-yl)acetic acid